COC(CC1=CC=C(C=C1)OC(F)F)=O 2-(4-(difluoromethoxy)phenyl)acetic acid methyl ester